tributyl-(1,3-dioxan-2-ylmethyl)phosphonium bromide [Br-].C(CCC)[P+](CC1OCCCO1)(CCCC)CCCC